tert-butyl 4-(aminomethyl)-6-[(tert-butoxycarbonyl)amino]indole-1-carboxylate NCC1=C2C=CN(C2=CC(=C1)NC(=O)OC(C)(C)C)C(=O)OC(C)(C)C